O1C[C@@H](CC1)COS(=O)(=O)C1=CC=C(C=C1)C 4-Methylbenzenesulfonic acid (3R)-tetrahydrofuran-3-ylmethyl ester